1-(3,4-dimethoxyphenyl)propane-1,2-dione COC=1C=C(C=CC1OC)C(C(C)=O)=O